6-(4-{1-[(2-Chlorophenyl)methyl]piperidin-4-yl}-1,4-diazepan-1-yl)pyridine-2-carboxamide ClC1=C(C=CC=C1)CN1CCC(CC1)N1CCN(CCC1)C1=CC=CC(=N1)C(=O)N